OCCCCOS(=O)(=O)C1=CC=C(C=C1)C 4-hydroxybutyl-4-methylbenzenesulfonate